7-cyclopentyl-N,N-dimethyl-2-[[5-[2-(4-piperidinyl)ethoxy]-2-pyridinyl]amino]pyrrolo[2,3-d]pyrimidine-6-carboxamide C1(CCCC1)N1C(=CC2=C1N=C(N=C2)NC2=NC=C(C=C2)OCCC2CCNCC2)C(=O)N(C)C